C(C)(=O)C1=NNC2=CC=C(C=C12)C1=C2CN(C(C2=C(C=C1)N)=O)CC(C#N)=C 2-{[4-(3-acetyl-1H-indazol-5-yl)-7-amino-1-oxo-2,3-dihydro-1H-isoindol-2-yl]methyl}prop-2-enenitrile